ClC1=CC(=C(COC2=NC(=NC=C2)C2=CC(=C(CC3=NC4=C(N3C[C@H]3OCC3)C=C(C=C4)C(=O)O)C=C2)F)C=C1)F (S)-2-(4-(4-((4-chloro-2-fluorobenzyl)oxy)pyrimidin-2-yl)-2-fluorobenzyl)-1-(oxetan-2-ylmethyl)-1H-benzo[d]imidazole-6-carboxylic acid